F[C@]12CN(C[C@H](CC1)N2C(=O)OC(C)(C)C)[C@H](C)C2=CC=CC=C2 |&1:16| rac-tert-butyl (1S,5S)-1-fluoro-3-(1-phenylethyl)-3,8-diazabicyclo[3.2.1]octane-8-carboxylate